4-fluoro-N-[4-fluoro-5-(1-pyrimidin-2-yl-3,6-dihydro-2H-pyridin-5-yl)-2-[(3R)-3,4-dimethylpiperazin-1-yl]phenyl]-2-(trifluoromethyl)benzamide FC1=CC(=C(C(=O)NC2=C(C=C(C(=C2)C2=CCCN(C2)C2=NC=CC=N2)F)N2C[C@H](N(CC2)C)C)C=C1)C(F)(F)F